ClC=1C=C(N2N=C(N=CC21)NC=2C(=NN(C2)[C@]2(C(N(CC2)C)=O)C)C)C2CC2 |r| (±)-3-(4-((5-chloro-7-cyclopropylpyrrolo[2,1-f][1,2,4]triazin-2-yl)amino)-3-methyl-1H-pyrazol-1-yl)-1,3-dimethylpyrrolidin-2-one